7-chloro-6-methyl-1H-indole-3-sulfonyl chloride ClC=1C(=CC=C2C(=CNC12)S(=O)(=O)Cl)C